4-Methyl-CyclohexaneCarboxylic Acid CC1CCC(CC1)C(=O)O